2-(5-methyl-2,4-dioxo-3,4-dihydropyrimidin-1(2H)-yl)acetaldehyde CC=1C(NC(N(C1)CC=O)=O)=O